2-(p-tolyl)pyridinyl-iridium (III) C1(=CC=C(C=C1)C1=NC=CC=C1[Ir+2])C